N-methyl-N-(4-chlorophenyl)pyridineamide CN(C(=O)C1=NC=CC=C1)C1=CC=C(C=C1)Cl